galactose (gallate) C(C1=CC(O)=C(O)C(O)=C1)(=O)O.O=C[C@H](O)[C@@H](O)[C@@H](O)[C@H](O)CO